3-methyl-2,4-Pentanediol dibenzoate C(C1=CC=CC=C1)(=O)OC(C)C(C(C)OC(C1=CC=CC=C1)=O)C